FC1=C(C=CC=C1)N1N=NC(=C1)[C@H](CC)C1=CC(=C2C(=NC=NN21)N)C=2C(=NC=NC2)OC 7-{(1R)-1-[1-(2-fluorophenyl)-1H-1,2,3-triazol-4-yl]propyl}-5-(4-methoxypyrimidin-5-yl)pyrrolo[2,1-f][1,2,4]triazin-4-amine